I.C12(CC3CC(CC(C1)C3)C2)P(CCCC)C23CC1CC(CC(C2)C1)C3 di(adamantan-1-yl)(butyl)phosphine hydroiodic acid salt